1,3-bis(aminomethyl)cyclohexane tert-butyl-2-[4-[3-chloro-4-[2-hydroxy-1-(2-pyridyl)ethoxy]pyrazolo-[1,5-a]pyridin-6-yl]-5-methyl-pyrazol-1-yl]-7-azaspiro[3.5]nonane-7-carboxylate C(C)(C)(C)OC(=O)N1CCC2(CC(C2)N2N=CC(=C2C)C=2C=C(C=3N(C2)N=CC3Cl)OC(CO)C3=NC=CC=C3)CC1.NCC1CC(CCC1)CN